The molecule is a triterpenoid obtained by methylation at position 3 of squalene with concomitant double bond migration from position 2 to position 1. It has a role as a metabolite. It derives from a squalene. CC(CC/C(=C/CC/C(=C/CC/C=C(\\C)/CC/C=C(\\C)/CCC=C(C)C)/C)/C)C(=C)C